C(C)(=O)O\N=C(/N)\C1=CC=C(CNC([C@H](C)NC(=O)[C@@H]2NC[C@H](C2)C2=CC=CC=C2)=O)C=C1 (2R,4R)-N-((S)-1-((4-((Z)-N'-acetoxycarbamimidoyl)benzyl)amino)-1-oxopropan-2-yl)-4-phenylpyrrolidine-2-carboxamide